C(CCCCCCCCCC=CCC=CCC=CCC)O eicosa-11,14,17-trien-1-ol